CS(=O)(=O)N1CCC(CC1)NC1=NN2C(C=N1)=C(N=C2CC(C)C)C(F)(F)F 1-methanesulfonyl-N-[7-(2-methylpropyl)-5-(trifluoromethyl)imidazo[4,3-f][1,2,4]triazin-2-yl]piperidin-4-amine